Cl.FCCCN1CC(CC1)CC1=CC=C(C=C1)C1=C(CCCC2=C1C=CC(=C2)C(=O)O)C2=CC(=CC=C2)C(F)(F)F 9-(4-((1-(3-fluoropropyl)pyrrolidin-3-yl)methyl)phenyl)-8-(3-(trifluoromethyl)phenyl)-6,7-dihydro-5H-benzo[7]annulene-3-carboxylic acid hydrochloride